2-(m-tolyloxy)ethylamine C1(=CC(=CC=C1)OCCN)C